NC=1C=2N(C=CN1)C(=NC2C2=CC=C(C=C2)C(NC2=NC=CC(=C2)C(F)(F)F)=O)C2CN(CCC2)C(=O)[O-] 3-[8-amino-1-[4-[[4-(trifluoromethyl)-2-pyridyl]carbamoyl]-phenyl]imidazo[1,5-a]pyrazin-3-yl]piperidine-1-carboxylate